CC1=C(C(=CC(=C1)C)C)N1C(N(CC1)C1=C(C=C(C=C1C)C)C)=[Ru](=CC1=C(C=CC=C1)OC(C)C)(Cl)Cl [1,3-bis-(2,4,6-trimethylphenyl)-2-imidazolidinylidene]dichloro(o-isopropoxyphenylmethylene)ruthenium